6-(3-(4-aminothiazol-2-yl)-7-(3,5-dimethylisoxazol-4-yl)imidazo[1,2-a]pyridin-2-yl)-1-(3,4-difluorophenyl)piperidin-2-one NC=1N=C(SC1)C1=C(N=C2N1C=CC(=C2)C=2C(=NOC2C)C)C2CCCC(N2C2=CC(=C(C=C2)F)F)=O